perfluorooctyl-trimethyl-(ethyl)oxysilane FC([Si](OC(C(F)(F)F)(F)F)(C(F)(F)F)C(F)(F)F)(C(C(C(C(C(C(C(C(F)(F)F)(F)F)(F)F)(F)F)(F)F)(F)F)(F)F)(F)F)F